CN1N=CC(=C1)C=1N=C2N(C=CN=C2N)C1C#C[Si](C)(C)C (1-methyl-1H-pyrazol-4-yl)-3-((trimethylsilyl)ethynyl)imidazo[1,2-a]pyrazin-8-amine